FC1=CC=C(C=C1)C1=CC2=C(N=C/3N(C2=O)CCC\C3=C/C3=CC(=CC=C3)OC)O1 (E)-2-(4-fluorophenyl)-9-(3-methoxybenzylidene)-6,7,8,9-tetrahydro-4H-furo[2,3-d]pyrido[1,2-a]pyrimidin-4-one